[Si](C)(C)(C(C)(C)C)OCC=1N=C(C2=C(N1)N(C(C2(C)C)=O)C2=CC(=C(C=C2)N2CCOCC2)F)Cl 2-(((tert-butyldimethylsilyl)oxy)methyl)-4-chloro-7-(3-fluoro-4-morpholinophenyl)-5,5-dimethyl-5,7-dihydro-6H-pyrrolo[2,3-d]pyrimidin-6-one